O=C1N(CCC(N1)=O)N1C(C2=CC=C(C=C2C1=O)CN1CCC(=CC1)C1=CNC2=CC(=CC=C12)F)=O 2-(2,4-Dioxotetrahydropyrimidin-1(2H)-yl)-5-((4-(6-fluoro-1H-indol-3-yl)-3,6-dihydropyridin-1(2H)-yl)methyl)isoindoline-1,3-dione